C(=O)O.FC=1C=C(C(=C(C1)O)C1=NC=2C(=NC=C(N2)N([C@H]2CN(CC2)C)C)N1C)C 5-fluoro-3-methyl-2-[1-methyl-5-[methyl-[(3R)-1-methylpyrrolidin-3-yl]amino]imidazo[4,5-b]pyrazin-2-yl]phenol formate salt